N4-cyclohexyl-N2-(2-isopropylphenyl)-5-(1-methyl-1H-pyrazol-4-yl)pyrimidine-2,4-diamine C1(CCCCC1)NC1=NC(=NC=C1C=1C=NN(C1)C)NC1=C(C=CC=C1)C(C)C